butylnaphthalenesulfonate sodium salt CCCCC1=C(C2=CC=CC=C2C=C1)S(=O)(=O)[O-].[Na+]